C(C)(CC)C=CC(C(=O)N)=C secbutylvinylacrylamide